BrC1=CN(C2=NC=CC(=C21)SC2=CC=C(N)C=C2)COCC[Si](C)(C)C 4-[(3-bromo-1-{[2-(trimethylsilyl)ethoxy]methyl}-1H-pyrrolo[2,3-b]pyridin-4-yl)sulfanyl]aniline